methyl 2'-p-methoxyphenyl-5'-(E)-styryl-6-oxo-6H-spiro(benzo[d][1,3]dioxin-5,1'-cyclopentane)-3',3'-dicarboxylate COC1=CC=C(C=C1)C1C2(C(CC1(C(=O)OC)C(=O)[O-])\C=C\C1=CC=CC=C1)C(C=CC=1OCOCC12)=O